NC[C@H]([C@@H](O)[C@H]1[C@@H]([C@H](C[C@](O1)(C(=O)OC)SC1=CC=C(C=C1)C)O)NC(CO)=O)O Methyl (2R,4S,5R,6R)-6-((1R,2R)-3-amino-1,2-dihydroxypropyl)-4-hydroxy-5-(2-hydroxyacetamido)-2-(p-tolylthio)tetrahydro-2H-pyran-2-carboxylate